C(C)(=O)C=1C=C(C=C2C(CC(C12)N1S(C2=C(C1=O)C=CC=C2)(=O)=O)(C)C)C(C)(C)C 2-(7-acetyl-5-(tert-butyl)-3,3-dimethyl-2,3-dihydro-1H-inden-1-yl)benzo[d]isothiazol-3(2H)-one-1,1-dioxide